ClC=1C=C(C[N+]#[C-])C=CC1Cl 3,4-DICHLOROBENZYLISOCYANIDE